2,3-dimethoxy-β-nitrostyrene COC1=C(C=C[N+](=O)[O-])C=CC=C1OC